N-Hexyl-1,2-ethandiamin C(CCCCC)NCCN